NC(CN(C1=CC(=NC(=C1)C1=CC=C(C=C1)OC1=CC=C(C=C1)F)C(=O)N)C1=CC=CC=C1)=O 4-((2-amino-2-oxoethyl)(phenyl)amino)-6-(4-(4-fluorophenoxy)phenyl)picolinamide